(S)-N-(5-(tert-butyl)-1-(tetrahydrofuran-3-yl)-1H-pyrazol-3-yl)-6-((3-(methoxymethyl)-1H-pyrrolo[2,3-b]pyridin-5-yl)oxy)-1-methyl-1H-imidazo[4,5-b]pyridin-2-amine C(C)(C)(C)C1=CC(=NN1[C@@H]1COCC1)NC=1N(C=2C(=NC=C(C2)OC=2C=C3C(=NC2)NC=C3COC)N1)C